5-chloro-7-oxo-N-[(3S)-oxolan-3-ylmethyl]-7,8-dihydro-6H-spiro[[1,3]oxazolo[5,4-f]quinazoline-9,1'-cyclohexane]-2-carboxamide ClC=1C=C2C(=C3C1NC(NC31CCCCC1)=O)OC(=N2)C(=O)NC[C@H]2COCC2